ClCC1=C(C=2C(C3=C(C=CC=C3C(C2C=C1)=O)O)=O)O (chloromethyl)-1,8-dihydroxyanthracene-9,10-dione